N-methyl-tetrahydropyrrolone CN1C(CCC1)=O